(5,6-dimethyl-1,10-phenanthroline) iridium (I) [Ir+].CC1=C2C=CC=NC2=C2N=CC=CC2=C1C